3,5-difluoropyridine-carbaldehyde FC=1C(=NC=C(C1)F)C=O